FC1=C(C=CC=C1)C=1N(C=CC1C=O)S(=O)(=O)C=1C=NC=CC1 (2-fluorophenyl)-1-(3-pyridinesulfonyl)-1H-pyrrole-3-carbaldehyde